(2s,4S*)-2-((3R*,4R*)-4-([1,1'-Biphenyl]-3-yl)-3-methylpiperidine-1-carbonyl)-7-oxa-5-azaspiro[3.4]octan-6-one C1(=CC(=CC=C1)[C@H]1[C@H](CN(CC1)C(=O)C1CC2(C1)NC(OC2)=O)C)C2=CC=CC=C2 |o1:6,7|